O=C1NC(CCC1N1C(=NC2=CC=CC(=C2C1=O)CCCCCCCCCS(=O)(=O)[O-])C)=O 8-(3-(2,6-dioxopiperidin-3-yl)-2-methyl-4-oxo-3,4-dihydroquinazolin-5-yl)octylmethanesulfonate